bis(1-methyl-4,5,6,7-tetrahydro-1H-imidazo[4,5-c]Pyridine-2-carboxamide) dihydrochloride Cl.Cl.CN1C(=NC=2CNCCC21)C(=O)N.CN2C(=NC=1CNCCC12)C(=O)N